CN(C(OC1=C(C=C(C(=C1)S)Cl)F)=O)C 4-chloro-2-fluoro-5-mercaptophenyl N,N-dimethylcarbamate